N-(3-oxo-2,3-dihydro-1H-inden-4-yl)acrylamide O=C1CCC2=CC=CC(=C12)NC(C=C)=O